4-((5-(methoxycarbonyl)-1,3-benzodiazol-1-yl)methyl)phenylboronic acid trifluoroacetate salt FC(C(=O)O)(F)F.COC(=O)C1=CC2=C(N(C=N2)CC2=CC=C(C=C2)B(O)O)C=C1